CC/C=C\\CC(/C=C/C=C\\C=C/C(C/C=C\\CCCCCC(=O)O)OO)OO The molecule is a docosanoid that is (7Z,11Z,13Z,15E,19Z)-docosapentaenoic acid carrying two hydroperoxy substituents at positions 10 and 17. It is a docosanoid, a hydroperoxy fatty acid, a lipid hydroperoxide and a long-chain fatty acid. It derives from a (7Z,10Z,13Z,16Z,19Z)-docosapentaenoic acid. It is a conjugate acid of a (7Z,11Z,13Z,15E,19Z)-10,17-bis(hydroperoxy)docosapentaenoate.